(((1s,2r)-2-(bromomethyl)cyclopropyl)methoxy)(tert-butyl)diphenylsilane BrC[C@H]1[C@H](C1)CO[Si](C1=CC=CC=C1)(C1=CC=CC=C1)C(C)(C)C